C(C)(C)(C)OC(=O)NCC(C(=O)NC=1SC(=C(N1)C)C(=O)OCC)C ethyl 2-[[3-(tert-butoxycarbonylamino)-2-methyl-propionyl] amino]-4-methyl-thiazole-5-carboxylate